NC1=NC(=C(C=2C1=NN(C2)CC2=NC=CC=C2F)C2=NC=NC=C2)C=2C=C(C#N)C=CC2 3-(7-amino-2-((3-fluoropyridin-2-yl)methyl)-4-(pyrimidin-4-yl)-2H-pyrazolo[3,4-c]pyridin-5-yl)benzonitrile